2-(bromomethyl)-1-fluoro-3-iodobenzene BrCC1=C(C=CC=C1I)F